FC1=C(C(=CC(=C1OC1=CC=CC=C1)F)[N+](=O)[O-])N1C[C@@H](CCC1)CN1C(C2=CC=CC=C2C1=O)=O 2-{[(3R)-1-(2,4-difluoro-6-nitro-3-phenoxyphenyl)piperidin-3-yl]methyl}-1H-isoindole-1,3(2H)-dione